3-(4-bromobenzyl)-5-(5-methoxypyridin-3-yl)-1,2,4-oxadiazole BrC1=CC=C(CC2=NOC(=N2)C=2C=NC=C(C2)OC)C=C1